N-(5-((6-((R)-3-(3-chloro-4-fluorophenyl)isoxazolidine-2-yl)pyrimidine-4-yl)amino)-4-methoxy-2-(4-((S)-2-methylmorpholino)piperidine-1-yl)phenyl)acrylamide ClC=1C=C(C=CC1F)[C@@H]1N(OCC1)C1=CC(=NC=N1)NC=1C(=CC(=C(C1)NC(C=C)=O)N1CCC(CC1)N1C[C@@H](OCC1)C)OC